(R-2,3-dihydroxypropyl)-4-(pyridin-1-yl)butanamide O[C@H](CC(C(=O)N)CCN1CC=CC=C1)CO